4-(trifluoromethyl)-1,6,7,8-tetrahydroquinoline-2,5-dione FC(C1=CC(NC=2CCCC(C12)=O)=O)(F)F